CN(C)CC1=NOC(=N1)C1=NN2C(=NC=3C=CC=CC3C2=N1)NC=1C(N=CC=CC1)=O (3R)-3-[(2-{3-[(dimethylamino)methyl]-1,2,4-oxadiazol-5-yl}[1,2,4]triazolo[1,5-c]quinazolin-5-yl)amino]azepin-2-one